CC1=CN=C(S1)C=1C=C(C(=O)N[C@H](C)C=2C=NC(=NC2)C(F)(F)F)C=C(C1)S(=O)(=O)N1CCCC1 (R)-3-(5-methylthiazol-2-yl)-5-(pyrrolidin-1-ylsulfonyl)-N-(1-(2-(trifluoromethyl)pyrimidin-5-yl)ethyl)benzamide